N-(2-methoxyethyl)-5-(4,4,5,5-tetramethyl-1,3,2-dioxaborolan-2-yl)pyridin-2-amine COCCNC1=NC=C(C=C1)B1OC(C(O1)(C)C)(C)C